(cis)-3-(3,3-Difluorohexahydropyrrolo[3,4-b]pyrrol-5(1H)-yl)-2,2-dimethyl-3-oxopropanoic acid FC1([C@H]2[C@@H](NC1)CN(C2)C(C(C(=O)O)(C)C)=O)F